The molecule is an L-ornithine substituted at position 3 by a hydroxy group (the 3S-erythro-stereoisomer). It is a L-ornithine derivative and a non-proteinogenic alpha-amino acid. It is a conjugate base of a (3S)-3-hydroxy-L-ornithine(1+). C(CN)[C@@H]([C@@H](C(=O)O)N)O